C(C1=CC=CC=C1)ON(C(N[C@@H]([C@@H](C(=O)NCC1=NC=CC=C1)O)CC1=CC=CC=C1)=O)C (2S,3R)-3-(3-(benzyloxy)-3-methylureido)-2-hydroxyl-4-phenyl-N-(pyridin-2-ylmethyl)butyramide